tert-butyl (1-(5-bromo-2-cyclopropyl-2H-1,2,3-triazol-4-yl)ethyl)(methyl)carbamate BrC=1C(=NN(N1)C1CC1)C(C)N(C(OC(C)(C)C)=O)C